CS(=O)(=O)C=1C=NC=C(C1)B1OC(C(O1)(C)C)(C)C 3-methanesulfonyl-5-(tetramethyl-1,3,2-dioxaborolan-2-yl)pyridine